ClC1=CC=C(C=C1)C(C(F)(F)F)N(S(=O)(=O)C1=NN(C(C=C1)=O)C)CC N-(1-(4-chlorophenyl)-2,2,2-trifluoroethyl)-N-ethyl-1-methyl-6-oxo-1,6-dihydropyridazine-3-sulfonamide